3-(1-benzoyl-5-{[(4-carbamimidoylphenyl)methyl]amino}-4-fluoro-1H-pyrazol-3-yl)-N,N,2-trimethyl-4-oxopyrrolidine-1-carboxamide C(C1=CC=CC=C1)(=O)N1N=C(C(=C1NCC1=CC=C(C=C1)C(N)=N)F)C1C(N(CC1=O)C(=O)N(C)C)C